C(C)(=O)C1=NC=NC(=C1OC=1C(=C(C#N)C=C(C1)Cl)C)OC ((4-acetyl-6-methoxypyrimidin-5-yl)oxy)-5-chloro-2-methylbenzonitrile